BrC=1C=CC2=C(N=C(O2)[C@H]2N(CCC3=C2N=CN3)C(=O)C3=C(N=CO3)C(F)F)C1 (S)-(4-(5-bromobenzo[d]oxazol-2-yl)-6,7-dihydro-1H-imidazo[4,5-c]pyridin-5(4H)-yl)(4-(difluoromethyl)oxazol-5-yl)methanone